NCC(C1=CC(=CC=C1)Cl)NC(=O)C=1N=CN(C1)C1=NC(=NC=C1C)NC1=CC=C(C=C1)OC1=CC=CC=C1 N-(2-amino-1-(3-chlorophenyl)ethyl)-1-(5-methyl-2-((4-phenoxyphenyl)amino)pyrimidin-4-yl)-1H-imidazole-4-carboxamide